C1=C(C=CC=2OC3=C(C21)C=CC=C3)C3=CC=C(N)C=C3 4-(2-dibenzofuranyl)aniline